2-[(2's,4r)-6-chloro-2',5-difluoro-1-oxospiro[3H-isoquinoline-4,1'-cyclopropane]-2-yl]-N-(5-fluoropyrimidin-2-yl)acetamide ClC=1C(=C2C(=CC1)C(N(C[C@]21[C@H](C1)F)CC(=O)NC1=NC=C(C=N1)F)=O)F